(2-methylcycloprop-2-en-1-yl)methyl carbamate (E)-cyclooct-4-en-1-yl-(2-(2-(2-(2-aminoethoxy)ethoxy)ethoxy)ethyl)carbamate C1(CC\C=C\CCC1)N(C(O)=O)CCOCCOCCOCCN.C(N)(OCC1C(=C1)C)=O